7-methoxy-2-methylbenzo[d]thiazole COC1=CC=CC=2N=C(SC21)C